CC=1C(N2[C@H]([C@H](CCC2=CC1)NS(=O)(=O)C)COC1CCC(CC1)\C=C\C)=O |r| rac-N-{(3S,4R)-7-methyl-6-oxo-4-[({(1s,4S)-4-[(1E)-prop-1-en-1-yl]cyclohexyl}oxy)methyl]-1,3,4,6-tetrahydro-2H-quinolizin-3-yl}methanesulfonamide